[Si](C)(C)(C(C)(C)C)OC[C@H](OC1=NN=C(S1)NC(C1=CN=C(C=C1C1=C(C=CC=C1)OC)C)=O)C1=NC=C(C=C1)Cl (R)-N-(5-(2-((tert-butyldimethylsilyl)oxy)-1-(5-chloropyridin-2-yl)ethoxy)-1,3,4-thiadiazol-2-yl)-4-(2-methoxyphenyl)-6-methylnicotinamide